O1BCOC1 1,4-dioxaborolane